ClC1=C(C#N)C(=CC=N1)NC1=CC2=C(N(C(N2CC2(CCOCC2)C#N)=O)C)C=C1 2-chloro-4-((3-((4-cyanotetrahydro-2H-pyran-4-yl)methyl)-1-methyl-2-oxo-2,3-dihydro-1H-benzo[d]imidazol-5-yl)amino)nicotinonitrile